ClC1=CC2=C(OC3=C2C=CC=C3)C(=C1)C1=CC=CC=C1 2-chloro-4-phenyldibenzo[b,d]furan